COC=1C=C(C=CC1OC)C1=CC=NC=2N1N=C(C2)C(=O)NC2=CC=C(C(=O)N[C@@H](CCSC)C(=O)O)C=C2 (4-(7-(3,4-dimethoxy-phenyl)pyrazolo[1,5-a]pyrimidine-2-carboxamido)benzoyl)-L-methionine